tert-Butyl N-(6-methyl-2-oxohept-3-yn-1-yl)carbamate CC(CC#CC(CNC(OC(C)(C)C)=O)=O)C